1-ethyl-3-(5-fluoro-6-((4-(2-fluoro-6-(1H-imidazol-2-yl)pyridin-3-yl)piperidin-1-yl)methyl)pyrimidin-4-yl)urea C(C)NC(=O)NC1=NC=NC(=C1F)CN1CCC(CC1)C=1C(=NC(=CC1)C=1NC=CN1)F